C(C)(C)(C)OC(=O)NC1=CC=C(C=C1)C=1C=C(N(C1)C)C(=O)OC Methyl 4-(4-((tert-butoxycarbonyl)amino)phenyl)-1-methyl-1H-pyrrole-2-carboxylate